C(C)N1C(NC2=NC=CC(=C21)C2=NN(C=C2)C(=O)NCC(F)(F)F)=O (1-ethyl-2,3-dihydro-2-oxo-1H-imidazo[4,5-b]pyridin-7-yl)-N-(2,2,2-trifluoroethyl)-1H-pyrazole-1-carboxamide